C(C)(C)(C)OC(=O)N([C@@H](CC(C)C)C(=O)N1[C@H](COCC1)C(=O)N[C@@H](COC1=C(C2=CC=CC=C2C=C1)C(=O)O)CC1=CC=CC=C1)C 2-((R)-2-((R)-4-(N-(tert-butoxycarbonyl)-N-methyl-L-leucyl)morpholine-3-carboxamido)-3-phenylpropoxy)-1-naphthoic acid